C1(=CC(=CC=C1)C=1C=NN(C1)C1=NC=2N(C(=C1)N1CCOCC1)N=C(C2)C2=NC=NC=C2)C 4-[5-[4-(m-tolyl)pyrazol-1-yl]-2-pyrimidin-4-yl-pyrazolo[1,5-a]pyrimidin-7-yl]morpholine